1-(4-(4-(5-(2-chloro-6-fluorophenyl)-4,5-dihydroisoxazol-3-yl)thiazol-2-yl)piperidin-1-yl)-2-((3-(methylsulfanyl)pyrazin-2-yl)oxy)ethan-1-one ClC1=C(C(=CC=C1)F)C1CC(=NO1)C=1N=C(SC1)C1CCN(CC1)C(COC1=NC=CN=C1SC)=O